5-[5-(1-methyl-1H-1,3-benzodiazol-5-yl)-1,3,4-oxadiazol-2-yl]-2-[(propan-2-yl)amino]benzonitrile CN1C=NC2=C1C=CC(=C2)C2=NN=C(O2)C=2C=CC(=C(C#N)C2)NC(C)C